(3R)-4-methoxy-3-methylpiperidine-1,3-dicarboxylic acid 1-(tert-butyl) ester 3-Methyl ester COC(=O)[C@@]1(CN(CCC1OC)C(=O)OC(C)(C)C)C